P(OC1=CC=CC=C1)(OC1=CC=CC=C1)OCCOCCOCC diphenyl [2-(2-ethoxyethoxy)ethyl] phosphite